C(C)(C)(C)OC(=O)N1CC2(CC1)N(C(CN(C2=O)C(C)C)=O)CC2=CC=C(C=C2)Cl 6-[(4-chlorophenyl)methyl]-7,10-dioxo-9-(propan-2-yl)-2,6,9-triazaspiro[4.5]decane-2-carboxylic acid tert-butyl ester